N-[(6-Amino-2-pyridyl)sulfonyl]-2-[(2R,5S)-2,5-dimethylpyrrolidin-1-yl]-6-(6-isopropoxy-4-methyl-3-pyridyl)pyridin-3-carboxamid NC1=CC=CC(=N1)S(=O)(=O)NC(=O)C=1C(=NC(=CC1)C=1C=NC(=CC1C)OC(C)C)N1[C@@H](CC[C@@H]1C)C